(S)-N-(1-(1-(2,4-bis(trifluoromethyl)phenyl)ethyl)-1H-pyrazol-4-yl)-5-(6-methylpyridin-2-yl)isoxazole-3-carboxamide FC(C1=C(C=CC(=C1)C(F)(F)F)[C@H](C)N1N=CC(=C1)NC(=O)C1=NOC(=C1)C1=NC(=CC=C1)C)(F)F